methyl 2-(5-(fluoromethyl)-8-oxothieno[2',3':4,5]pyrrolo[1,2-d][1,2,4]triazin-7(8H)-yl)acetate FCC1=NN(C(C=2N1C1=C(C2)SC=C1)=O)CC(=O)OC